O[C@@H](CNC(CN1N=C(N2C(C1=O)=CC1=C2N=CS1)C(C)C)=O)C (R)-N-(2-Hydroxypropyl)-2-(5-isopropyl-8-oxothiazolo[5',4':4,5]pyrrolo[1,2-d][1,2,4]triazin-7(8H)-yl)acetamid